4-(4-chloro-6-(4-ethylpiperazin-1-yl)-1,3,5-triazin-2-yl)morpholine ClC1=NC(=NC(=N1)N1CCN(CC1)CC)N1CCOCC1